Methyl (S)-4-(2-oxo-2-(1-((quinoline-4-carbonyl)glycyl)pyrrolidin-2-yl)acetamido)benzoate O=C(C(=O)NC1=CC=C(C(=O)OC)C=C1)[C@H]1N(CCC1)C(CNC(=O)C1=CC=NC2=CC=CC=C12)=O